O=C1N(CC2=NC=CC=C21)C21CC3CC(CC(C2)C3)C1 3-(5-oxo-5,7-dihydro-pyrrolo[3,4-b]pyridin-6-yl)-adamantan